S(=O)(=O)(ON1[C@@H]2CC[C@H](N(C1=O)C2)C(NCCOC2CCNCC2)=N)O (2S,5R)-7-Oxo-2-(N-(2-(piperidin-4-yloxy) ethyl) carbamimidoyl)-1,6-diazabicyclo[3.2.1]octan-6-yl hydrogen sulfate